C(#N)C1=C(C(=CC=C1)C(C)C)NC(=O)N1C[C@@](CC1)(OC1=CC=CC=C1)C (R)-N-(2-cyano-6-isopropylphenyl)-3-methyl-3-phenoxypyrrolidine-1-carboxamide